4-(3-hydroxy-propyl)-eugenol OCCCC=1C=C(C(=CC1CC=C)OC)O